N(=C=O)CCC[Si](OC)(OC)OC (3-isocyanatopropyl)trimethoxysilane